6-(3-amino-6-chloro-5-fluoropyrazin-2-yl)-7-fluoro-3,4-dihydroisoquinolin-1(2H)-one NC=1C(=NC(=C(N1)F)Cl)C=1C=C2CCNC(C2=CC1F)=O